C(C1=CC=CC=C1)ON=C1C2CCC(C2)C12CC(C(C2)O)O rac-3',4'-dihydroxyspiro[bicyclo[2.2.1]heptane-2,1'-cyclopentan]-3-one O-benzyl oxime